1-(2,6-difluorophenyl)-N-(1,2-dimethyl-4-(2,6-diazaspiro[3.4]octan-6-yl)-1H-benzo[d]imidazol-5-yl)-6-oxo-1,6-dihydropyridazine-3-carboxamide FC1=C(C(=CC=C1)F)N1N=C(C=CC1=O)C(=O)NC1=C(C2=C(N(C(=N2)C)C)C=C1)N1CC2(CNC2)CC1